FC=1C(=CC2=C(C(=NO2)N)C1C1=C(C=C(C=C1F)F)F)F 5,6-Difluoro-4-(2,4,6-trifluorophenyl)-1,2-benzoxazol-3-amine